[Si](C)(C)(C(C)(C)C)OCC=1N=C(C2=C(N1)N(C(C2(C)C)=O)C2=CC=C(C=C2)OC2CCCCC2)NC 2-(((tert-butyldimethylsilyl)oxy)methyl)-7-(4-(cyclohexyloxy)phenyl)-5,5-dimethyl-4-(methylamino)-5,7-dihydro-6H-pyrrolo[2,3-d]pyrimidin-6-one